[La].[V] vanadium-lanthanum